C(#N)C[C@@H]1N(CCN(C1)C1=NC(=NC2=C(C(=C(C=C12)F)C1=CC=CC2=CC=CC(=C12)C#C)F)OC[C@]12CCCN2C[C@@H](C1)F)C(=O)OC(C)(C)C tert-butyl (2S)-2-(cyanomethyl)-4-(7-(8-ethynylnaphthalen-1-yl)-6,8-difluoro-2-(((2R,7aS)-2-Fluorotetrahydro-1H-pyrrolizin-7a(5H)-yl)methoxy)quinazolin-4-yl)piperazine-1-carboxylate